ClC=1C(=C(C=CC1)C=1C(O[C@](C1C)(C(F)(F)F)C)=O)OC (R)-3-(3-chloro-2-methoxyphenyl)-4,5-dimethyl-5-(trifluoromethyl)furan-2(5H)-one